C(C)(C)(C)OC(=O)N1CC(CCC1)CCOC1=CC(=C(C=C1)C)CNC([C@@H](NC([C@@H](NC(OCC1=CC=CC=C1)=O)CCCC(=O)OC(C)(C)C)=O)CCC1=CC=CC=C1)=O 3-(2-(3-((5S,8S)-5-(4-(tert-butoxy)-4-oxobutyl)-3,6,9-trioxo-8-phenethyl-1-phenyl-2-oxa-4,7,10-triazaundec-11-yl)-4-methylphenoxy)ethyl)piperidine-1-carboxylic acid tert-butyl ester